C(C)(C)(C)OC(=O)N(C)CC1=C(C(=O)O)C=CC=C1 2-[(tert-butyloxycarbonyl-methyl-amino)methyl]benzoic acid